(S)-2-fluoro-5-(naphthalen-2-yl)-5-carbonyl-4-phenylpentanoate F[C@H](C(=O)[O-])CC(C(=C=O)C1=CC2=CC=CC=C2C=C1)C1=CC=CC=C1